(2S,5R)-7-oxo-2-(N-((5-(trifluoromethyl) pyridin-2-yl) sulfonyl) carbamimidoyl)-1,6-diazabicyclo[3.2.1]octan-6-yl hydrogen sulfate S(=O)(=O)(ON1[C@@H]2CC[C@H](N(C1=O)C2)C(NS(=O)(=O)C2=NC=C(C=C2)C(F)(F)F)=N)O